CN1C(N(C2=C1C(=CC=C2)N2C[C@H](NCC2)C)C2C(NC(CC2)=O)=O)=O 3-[3-Methyl-4-[(3R)-3-methylpiperazin-1-yl]-2-oxo-benzimidazol-1-yl]piperidine-2,6-dione